C1(CCC1)N1C2CC(CC1CC2)N2CCC(CC2)C2=CC1=C(N(C(=N1)C1=CC=C(C=C1)S(=O)(=O)C)C)C(=C2)F 5-(1-(8-cyclobutyl-8-azabicyclo[3.2.1]oct-3-yl)piperidin-4-yl)-7-fluoro-1-methyl-2-(4-(methylsulfonyl)phenyl)-1H-benzo[d]imidazole